2-(tert-butoxycarbonyl-amino)acetic acid C(C)(C)(C)OC(=O)NCC(=O)O